2-(2,6-dioxopiperidin-3-yl)-5-(4-methylpiperazin-1-yl)isoindoline-1,3-dione O=C1NC(CCC1N1C(C2=CC=C(C=C2C1=O)N1CCN(CC1)C)=O)=O